ON(C(C)=O)C1(C(=NNC1=O)C)C1=CC=CC=C1 N-hydroxy-N-(3-methyl-5-oxo-4-phenyl-4,5-dihydro-1H-pyrazol-4-yl)acetamide